C1CNCCN1.C(C(C(=O)O)O)(C(=O)O)O Piperate